N[C@@H](C)C(=O)N1C=NC=C1C[C@H](N)C(=O)O 3-Alanyl-L-histidine